2-((2-ethyl-6-(2-(((1-(1-hydroxycyclopropane-1-carbonyl)azetidin-3-yl)methyl)amino)pyrimidin-5-yl)imidazo[1,2-a]pyridin-3-yl)(methyl)amino)-4-(4-fluorophenyl)thiazole-5-carbonitrile C(C)C=1N=C2N(C=C(C=C2)C=2C=NC(=NC2)NCC2CN(C2)C(=O)C2(CC2)O)C1N(C=1SC(=C(N1)C1=CC=C(C=C1)F)C#N)C